(R)-2-(5-((1-(dibenzo[b,d]furan-2-yl)-2-methylpropyl)amino)-2-(2-fluorophenyl)-6-oxopyrimidin-1(6H)-yl)acetic acid C1=C(C=CC=2OC3=C(C21)C=CC=C3)[C@@H](C(C)C)NC3=CN=C(N(C3=O)CC(=O)O)C3=C(C=CC=C3)F